BrCC1=C(C=C(C=C1)Cl)[N+](=O)[O-] (bromomethyl)-4-chloro-2-nitrobenzene